CC1=C(C(=CC(=C1)C#CC)C)C1C(CC2(CCN(CC2)C(=O)OC(C)(C)C)CC1=O)=O tert-Butyl 9-(2,6-dimethyl-4-prop-1-ynyl-phenyl)-8,10-dioxo-3-azaspiro[5.5]undecane-3-carboxylate